(3R,4R)-4-((5-fluoro-7-(5-(trifluoromethyl)pyridin-2-yl)pyrrolo[2,1-f][1,2,4]triazin-2-yl)amino)-1-(methylsulfonyl)piperidin-3-ol FC=1C=C(N2N=C(N=CC21)N[C@H]2[C@@H](CN(CC2)S(=O)(=O)C)O)C2=NC=C(C=C2)C(F)(F)F